N1C=C(C=2C1=CN=CC2)\C=C/2\C(NC(N2)=O)=O (Z)-5-((1H-pyrrolo[2,3-c]pyridin-3-yl)methylene)imidazolidine-2,4-dione